C(CCCCCCC\C=C/CCCCCCCC)(=O)O.OCC(O)CO.OCC(O)CO.OCC(O)CO.OCC(O)CO.OCC(O)CO pentaglycerol monooleate